N4-anisoyl-2'-deoxycytidine COC1=CC=C(C=C1)C(=O)NC2=NC(=O)N(C=C2)[C@H]3C[C@@H]([C@H](O3)CO)O